rac-(1r,2r,4s,5r,6s)-N-(6-ethoxy-4-(trifluoromethyl)pyridin-2-yl)-6-hydroxy-4-(1-methyl-3-(trifluoromethyl)-1H-pyrazol-4-yl)-8-oxatricyclo[3.2.1.02,4]octane-2-carboxamide C(C)OC1=CC(=CC(=N1)NC(=O)[C@]12[C@H]3C[C@@H]([C@@H]([C@@]2(C1)C=1C(=NN(C1)C)C(F)(F)F)O3)O)C(F)(F)F |r|